BrC1=C(C(=CC2=C1C=CS2)Br)Cl 4,6-dibromo-5-chlorobenzothiophene